(1s,4s)-4-((2-((2-(1-(Cyclopropylsulfonyl)-1H-pyrazol-4-yl)pyrimidin-4-yl)amino)-5-(5-(trifluoromethyl)pyrazin-2-yl)pyridin-4-yl)amino)-1-methylcyclohexan-1-ol C1(CC1)S(=O)(=O)N1N=CC(=C1)C1=NC=CC(=N1)NC1=NC=C(C(=C1)NC1CCC(CC1)(O)C)C1=NC=C(N=C1)C(F)(F)F